Cl.Cl.C(C1=C(C(=O)OC([2H])([2H])C2=CC=C(C=C2)[C@H](C(=O)NC=2C=C3C=CN=CC3=CC2)C([2H])([2H])N)C=CC(=C1)C([2H])([2H])[2H])([2H])([2H])[2H] (S)-(4-(3-amino-1-(isoquinolin-6-ylamino)-1-oxopropan-2-yl-3,3-d2)phenyl)methyl-d2 2,4-bis(methyl-d3)benzoate dihydrochloride